N-(3,5-dimethoxyphenethyl)-6-(4-isopropoxyphenyl)pyrazine-2-carboxamide COC=1C=C(CCNC(=O)C2=NC(=CN=C2)C2=CC=C(C=C2)OC(C)C)C=C(C1)OC